COP(=O)(C1=CC=CC=C1)C(C=C)=O Methylacryloylphenylphosphinat